C1(CCCC1)C1=NNC=C1 3-cyclopentyl-1H-pyrazol